C(#CC)C=1C=C(N)C=CC1 3-(prop-1-yn-1-yl)aniline